ClC1=CC(=NC=C1)C=N[S@](=O)C(C)(C)C (R)-N-((4-chloropyridin-2-yl)methylene)-2-methylpropane-2-sulfinamide